((1r,4r)-4-Methoxycyclohexyl)methanol COC1CCC(CC1)CO